ClC=1C=C(C=C(C1)CCOCCOCCOCCOCCOCCOCC(OC)OC)NC(=O)NCC=1C=C2CN(C(C2=CC1)=O)C1C(NC(CC1)=O)=O 1-[3-chloro-5-[2-[2-[2-[2-[2-[2-(2,2-dimethoxyethoxy)ethoxy]ethoxy]-ethoxy]ethoxy]-ethoxy]ethyl]phenyl]-3-[[2-(2,6-dioxo-3-piperidyl)-1-oxo-isoindolin-5-yl]methyl]urea